(R)-N-[3-(5-fluoro-2-[[6-(2-hydroxyethyl)-5-methoxypyridin-3-yl]amino]pyrimidin-4-yl)-1H-indol-7-yl]-3-methoxy-2-(4-methylpiperazin-1-yl)propanamide FC=1C(=NC(=NC1)NC=1C=NC(=C(C1)OC)CCO)C1=CNC2=C(C=CC=C12)NC([C@@H](COC)N1CCN(CC1)C)=O